5-cyano-N-(3-(furan-3-yl)-1H-indazol-5-yl)-4-methylisoxazole-3-carboxamide C(#N)C1=C(C(=NO1)C(=O)NC=1C=C2C(=NNC2=CC1)C1=COC=C1)C